BrC=1C=C(C(=NC1)Cl)[N+](=O)[O-] 5-bromo-2-chloro-3-nitropyridine